ClC1=CC=C2C(=C1)NC(C21N(C(C=2N=C(N(C21)C(C)C)C=2C(=NC(=NC2)C(C)C)OC)=O)C2=C(C=CC(=C2)Cl)C)=O 6-chloro-5'-(5-chloro-2-methylphenyl)-3'-isopropyl-2'-(2-isopropyl-4-methoxypyrimidin-5-yl)-3'H-spiro[indoline-3,4'-pyrrolo[3,4-d]imidazole]-2,6'(5'H)-dione